2-[(1R,4R)-4-(2-hydroxyethyl)cyclohexyl]indazole-6-carboxylic acid methyl ester COC(=O)C=1C=CC2=CN(N=C2C1)C1CCC(CC1)CCO